OCC1=CC=2C(C3=CC=CC=C3C(C2C=C1)=O)=O 2-(hydroxylmethyl)anthraquinone